3-isobutoxy-1-phenyl-1H-benzo[g]indazol-5-ol C(C(C)C)OC1=NN(C2=C3C(=C(C=C12)O)C=CC=C3)C3=CC=CC=C3